C1OCC12CCC(CC2)O 2-oxaspiro[3.5]nonan-7-ol